COC(=O)C1=CC=C(C=C1)C=CC(=O)C1=CC=C(C=C1)S(=O)(=O)NC(C(=O)O)C 2-(4-3-[4-(Methoxycarbonyl)phenyl]prop-2-enoylbenzenesulfonamido)propanoic acid